FC1=C(C(=CC=C1)C)N1CCC(CC1)N1C(NC2=CC=CC=C2C1=O)=O 3-(1-(2-fluoro-6-methylphenyl)piperidin-4-yl)quinazoline-2,4(1H,3H)-dione